FC1(C=NC=CC=C1)C=1C=CC(=NC1)CO (5-(3-Fluoroazepin-3-yl)pyridin-2-yl)methanol